tert-butoxycarbonyl-3-benzoyl-5-trifluoromethyl-2-methylindole C(C)(C)(C)OC(=O)C1=C2C(=C(NC2=CC=C1C(F)(F)F)C)C(C1=CC=CC=C1)=O